(1S,2S)-N-(5-(5-chloro-7-(ethyl-(methyl)amino)-6-fluoro-1H-indazol-4-yl)pyrazolo[1,5-a]pyridin-2-yl)-2-fluorocyclopropane-1-carboxamide ClC=1C(=C2C=NNC2=C(C1F)N(C)CC)C1=CC=2N(C=C1)N=C(C2)NC(=O)[C@H]2[C@H](C2)F